(E)-4-(3-(((7-chloroquinoxalin-6-yl)methylene)amino)pyridin-4-yl)piperazine-1-carboxylic acid tert-butyl ester C(C)(C)(C)OC(=O)N1CCN(CC1)C1=C(C=NC=C1)/N=C/C=1C=C2N=CC=NC2=CC1Cl